N(O)=O hydroxylamineON